C(#N)[C@@H]1[C@@H](C1)C(=O)NC=1N=C2N(C=C(N=C2)C2=C3C=NNC3=C(C(=C2OC)F)NC(C)C)C1 (1R,2S)-2-cyano-N-(6-(6-fluoro-7-(isopropylamino)-5-methoxy-1H-indazol-4-yl)imidazo[1,2-a]pyrazin-2-yl)cyclopropane-1-carboxamide